3-(4-chloro-3-methoxyphenyl)-8-((2-chlorothiazol-5-yl)methyl)pyrido[2,3-d]pyrimidine-2,4(3H,8H)-dione ClC1=C(C=C(C=C1)N1C(N=C2C(C1=O)=CC=CN2CC2=CN=C(S2)Cl)=O)OC